6-((6-((tert-butoxycarbonyl)amino)hexyl)oxy)nicotinic acid C(C)(C)(C)OC(=O)NCCCCCCOC1=NC=C(C(=O)O)C=C1